F[C@H]1CN(CC[C@H]1NC1=CC=CC=2N1N=C(C2CC(F)(F)F)C#CCNC(=O)C=2C=NC(=CC2)N2CCOCC2)C N-[3-(7-{[(3S,4R)-3-fluoro-1-methylpiperidin-4-yl]amino}-3-(2,2,2-trifluoroethyl)pyrazolo[1,5-a]pyridin-2-yl)prop-2-yn-1-yl]-(6-morpholin-4-yl)pyridine-3-carboxamide